5-((1S,2R)-1-(5-chloro-7-methoxy-1,1-dioxido-3-oxobenzo[d]isothiazol-2(3H)-yl)-2-(6-fluoro-2,3-dimethylphenyl)propyl)-1,3,4-oxadiazol-2(3H)-one ClC=1C=C(C2=C(C(N(S2(=O)=O)[C@@H]([C@H](C)C2=C(C(=CC=C2F)C)C)C2=NNC(O2)=O)=O)C1)OC